C(=C)[C@H]1CC(CCC1)=O (R)-3-VINYLCYCLOHEXANONE